4'-bisethoxymethyl-biphenyl C(C)OC(C1=CC=C(C=C1)C1=CC=CC=C1)OCC